(2R,3R,11bR)-3-(tert-butoxy)-9-(((S)-2,2-difluorocyclopropyl)methoxy)-10-methoxy-1,3,4,6,7,11b-hexahydro-2H-pyrido[2,1-a]isoquinolin-2-ol C(C)(C)(C)O[C@H]1[C@@H](C[C@H]2N(CCC3=CC(=C(C=C23)OC)OC[C@H]2C(C2)(F)F)C1)O